benzyl (R)-5-(1-aminoethyl)-2,3-dihydro-1H-indole-1-carboxylate N[C@H](C)C=1C=C2CCN(C2=CC1)C(=O)OCC1=CC=CC=C1